FC=1C=C(C=CC1OC)C1=CN=C2N1C=CN=C2NC2=CC(=C(C(=O)N1CCC(CC1)C(=O)NCCN1C(CNCC1)=O)C=C2)C 1-[4-[[3-(3-fluoro-4-methoxyphenyl)imidazo[1,2-a]pyrazin-8-yl]amino]-2-methylbenzoyl]-N-[2-(2-oxopiperazin-1-yl)ethyl]piperidine-4-carboxamide